(1'R,2R)-2'-methoxy-5-methyl-6'-pentyl-2-(prop-1-en-2-yl)-1,2,3,4-tetrahydro-1,1'-biphenyl COC1=C(C(=CC=C1)CCCCC)C1[C@@H](CCC(=C1)C)C(=C)C